(1R,5S,6r)-6-(((2,3-difluoropyridin-4-yl)oxy)methyl)-3-azabicyclo-[3.1.0]hexane hydrochloride Cl.FC1=NC=CC(=C1F)OCC1[C@H]2CNC[C@@H]12